BrC=1C(=NN(C1)C=1SC(=C(N1)N1CCCCC1)SC(C)C)C 4-bromo-1-(5-(isopropylsulfanyl)-4-(piperidin-1-yl)thiazol-2-yl)-3-methyl-1H-pyrazole